Ethyl 2-chloro-4-methylpyrrolo[1,2-a]pyrimidine-8-carboxylate ClC1=NC=2N(C(=C1)C)C=CC2C(=O)OCC